FC(C=1C(=C(C=CC1)[C@@H](C)NC=1C2=C(N=C(N1)C)C(N(C(=C2)C2CCNCC2)C)=O)F)F (R)-4-((1-(3-(difluoromethyl)-2-fluorophenyl)ethyl)amino)-2,7-dimethyl-6-(piperidin-4-yl)pyrido[3,4-d]pyrimidin-8(7H)-one